COCCCN1N=CC(=C1)C1=CC=2C(=NC=C(C2)C(=O)NC=2C(=NC=C(C2)NC(CN2[C@H](CCC2)C)=O)C)N1 (S)-2-(1-(3-methoxypropyl)-1H-pyrazol-4-yl)-N-(2-methyl-5-(2-(2-methylpyrrolidin-1-yl)acetamido)pyridin-3-yl)-1H-pyrrolo[2,3-b]pyridine-5-carboxamide